ClC1=CC=C(S1)C(=O)NC[C@@H](C(=O)[O-])NS(=O)(=O)C1=C(C(=CC=C1)N1C([C@H](CC1)O)=O)CC.[Li+] Lithium (2S)-3-{[(5-chloro-2-thienyl)carbonyl]amino}-2-[({2-ethyl-3-[(3S)-3-hydroxy-2-oxo-pyrrolidin-1-yl]phenyl}sulfonyl)amino]propanoate